tert-butyl 2,2-dimethoxy-6-(4-(methoxycarbonyl)phenyl)-7-azaspiro[3.5]non-5-ene-7-carboxylate COC1(CC2(C1)C=C(N(CC2)C(=O)OC(C)(C)C)C2=CC=C(C=C2)C(=O)OC)OC